C(#N)C1=C(C=C(S1)COC1=CC=CC(=N1)C1CCN(CC1)CC1=NC2=C(N1C[C@H]1OCC1)C=C(C=C2)C(=O)OC(C)(C)C)F tert-butyl (S)-2-((4-(6-((5-cyano-4-fluorothiophen-2-yl) methoxy) pyridin-2-yl) piperidin-1-yl) methyl)-1-(oxetan-2-ylmethyl)-1H-benzo[d]imidazole-6-carboxylate